C(CCCCCCC\C=C/C\C=C/CCCCC)C(=CCCCCCC\C=C/C\C=C/CCCCC)O linoleyl-((9Z,12Z)-octadecen-9,12-dien-1-ol)